FC1=C(C=C(C=C1)C)C1=NN2C(N=CC=C2)=C1C(=O)O 2-(2-fluoro-5-methylphenyl)pyrazolo[1,5-a]pyrimidine-3-carboxylic acid